di(methyl)n-butyl-(propoxy)silane C[Si](OCCC)(CCCC)C